monopersulfate sodium [Na+].S(=O)(=O)([O-])OOS(=O)(=O)[O-].[Na+]